4-(5-(3-bromopropoxy)-4-fluoro-6-methoxybenzo[b]thiophen-2-yl)-2,2-dimethylpentan-4-enoic acid methyl ester COC(C(CC(=C)C1=CC2=C(S1)C=C(C(=C2F)OCCCBr)OC)(C)C)=O